5-(imidazo[1,2-a]pyridin-7-ylmethoxy)-2-azaspiro[3.3]heptan N=1C=CN2C1C=C(C=C2)COC2C1(CNC1)CC2